(2R,4S)-4-{3-bromo-5-[(tert-butoxycarbonyl)(methyl)amino]-4-cyanopyrazol-1-yl}-2-methylpyrrolidine-1-carboxylic acid tert-butyl ester C(C)(C)(C)OC(=O)N1[C@@H](C[C@@H](C1)N1N=C(C(=C1N(C)C(=O)OC(C)(C)C)C#N)Br)C